1-cyclopropyl-5-fluoro-4-(tributylstannyl)-1H-imidazole C1(CC1)N1C=NC(=C1F)[Sn](CCCC)(CCCC)CCCC